2-aminopyridin-3-ol NC1=NC=CC=C1O